[2-[9-(cyclopropylmethyl)-4-oxo-2,3-dihydro-1H-pyrrolo[2,3-f][1,4]benzothiazin-8-yl]-7-fluoro-1-methyl-benzimidazol-5-yl]methanone C1(CC1)CN1C(=CC=2C=CC3=C(NCCS3=O)C21)C2=NC1=C(N2C)C(=CC(=C1)C=O)F